CC=1C=CC=2N3C=4[C@H](CCCC4C2C1)N(C(C3)=O)[C@@H](C)C3=CC=CC=C3 (S)-8-methyl-3-((S)-1-phenylethyl)-3a,4,5,6-tetrahydro-1H-pyrazino[3,2,1-jk]carbazol-2(3H)-one